4-((3-benzoyl-5-(benzylidene)-4-oxothiazolidin-2-ylidene)amino)benzoic acid C(C1=CC=CC=C1)(=O)N1C(SC(C1=O)=CC1=CC=CC=C1)=NC1=CC=C(C(=O)O)C=C1